1,18-octadecanediol C(CCCCCCCCCCCCCCCCCO)O